Cl.ClC=1C=C(C=CC1)CC[C@@H](C(=O)OCC(F)(F)F)NC 2,2,2-Trifluoroethyl (S)-4-(3-chlorophenyl)-2-(methylamino)butanoate hydrochloride